N-(3-aminopropyl)carbamic acid, 1,1-dimethylethyl ester NCCCNC(OC(C)(C)C)=O